C1(=CC=C(C=C1)C=1N=NN(C1)C=1C=C(C(=O)O)C=CC1)C1=CC=CC=C1 3-(4-([1,1'-Biphenyl]-4-yl)-1H-1,2,3-triazol-1-yl)benzoic acid